C(#N)C1=CC=C(C=C1)S(=O)(=O)N(C)C 4-cyano-N,N-dimethylbenzenesulfonamide